FC=C Fluoroethanen